2-(3-((R)-(4-Methyl-4H-1,2,4-triazol-3-yl)((1s,3S)-3-(trifluoromethyl)cyclobutyl)methyl)phenyl)-5-(((S)-3-methyl-piperidin-1-yl)methyl)-7-(trifluoromethyl)benzo[d]oxazole CN1C(=NN=C1)[C@@H](C=1C=C(C=CC1)C=1OC2=C(N1)C=C(C=C2C(F)(F)F)CN2C[C@H](CCC2)C)C2CC(C2)C(F)(F)F